ClC=1C=2N(C=CC1)N=C(C2)[C@H]2N(CCC1=C2N=CN1)C(=O)C=1OC(=NN1)C1CC(C1)(F)F (S)-(4-(4-chloropyrazolo[1,5-a]pyridin-2-yl)-6,7-dihydro-1H-imidazo[4,5-c]pyridin-5(4H)-yl)(5-(3,3-difluorocyclobutyl)-1,3,4-oxadiazol-2-yl)methanone